3-[N-methyl-4-({7-[1-(1-ethoxyethyl) pyrazol-4-yl]-8-isopropoxy-[1,2,4]triazolo[1,5-c]pyrimidin-2-yl}amino)-2,3-difluorobenzenesulfonamido]propyl methanesulfonate CS(=O)(=O)OCCCN(S(=O)(=O)C1=C(C(=C(C=C1)NC1=NN2C=NC(=C(C2=N1)OC(C)C)C=1C=NN(C1)C(C)OCC)F)F)C